3-(2',5'-dichlorobenzidin-3-yl)-3-(3-(4-hydroxy-1,5-dimethyl-2-oxo-1,2-dihydropyridin-3-yl)ureido)propionic acid ClC1=C(C2=CC(=C(N)C=C2)C(CC(=O)O)NC(=O)NC=2C(N(C=C(C2O)C)C)=O)C=C(C(=C1)N)Cl